The molecule is a diterpene glycoside that is labd-14-en-11-one substituted by beta-acetoxy groups at positions 6 and 7, an epoxy group between positions 8 and 13 and a beta-D-glucopyranosyloxy group at position 1 (the 1alpha stereoisomer). Isolated from the whole plant of Coleus forskohlii, it shows relaxative effects on isolated guinea pig tracheal spirals in vitro. It has a role as a metabolite and a muscle relaxant. It is a beta-D-glucoside, an acetate ester, a cyclic ether, a cyclic ketone, a diterpene glycoside and a labdane diterpenoid. CC(=O)O[C@H]1[C@@H]2[C@]([C@H](CCC2(C)C)O[C@H]3[C@@H]([C@H]([C@@H]([C@H](O3)CO)O)O)O)([C@H]4C(=O)C[C@](O[C@@]4([C@H]1OC(=O)C)C)(C)C=C)C